ClC(C1=NC(=NO1)C1=CC=2N(C=C1)C=C(N2)C(=O)N=S(C=2C=NC=NC2)(=O)C)(F)F 7-(5-(chlorodifluoromethyl)-1,2,4-oxadiazol-3-yl)-N-(methyl(oxo)(pyrimidin-5-yl)-λ6-sulfaneylidene)imidazo[1,2-a]pyridine-2-carboxamide